N1CC(C1)S(=O)(=O)C=1N=C(NC1)C(C1=CC(=C(C=C1)F)Cl)C1=CC(=C(C=C1)F)Cl 4-(azetidin-3-ylsulfonyl)-2-(bis(3-chloro-4-fluorophenyl)methyl)-1H-imidazole